tert-butyl (S)-2-cyano-4-(2-(1-(2-fluoroethyl)-3-(trifluoromethyl)-1H-pyrazol-4-yl)phenyl)-4,7-dihydrothieno[2,3-c]pyridine-6(5H)-carboxylate C(#N)C1=CC2=C(CN(C[C@H]2C2=C(C=CC=C2)C=2C(=NN(C2)CCF)C(F)(F)F)C(=O)OC(C)(C)C)S1